5-Methoxy-N-(4-(5-methyl-4-(trifluoromethyl)-1H-pyrazol-1-yl)benzyl)-2-(1-methylindolin-7-yl)pyrimidin-4-amine COC=1C(=NC(=NC1)C=1C=CC=C2CCN(C12)C)NCC1=CC=C(C=C1)N1N=CC(=C1C)C(F)(F)F